5-chloropyridin-2-yl (5R)-3,3-difluoro-5-(3-methyl-2-oxopyrrolidin-1-yl)piperidine-1-carboxylate FC1(CN(C[C@@H](C1)N1C(C(CC1)C)=O)C(=O)OC1=NC=C(C=C1)Cl)F